BrC=1C(=CC=2N(C3=CC=C(C=C3SC2C1)Br)CCN1CCOCC1)C(F)(F)F (2-(3,7-dibromo-2-(trifluoromethyl)-10H-phenothiazin-10-yl)ethyl)morpholine